(S)-N,N-dimethyl-alpha-[2-(1-naphthoxy)ethyl]benzyl-amine CN(C)[C@H](C1=CC=CC=C1)CCOC1=CC=CC2=CC=CC=C12